C[C@H]1CC(C[C@@H](O1)C(=O)OCC)=O ethyl (2R,6S)-6-methyl-4-oxotetrahydro-2H-pyran-2-carboxylate